N1C=NC2=C1C=CC(=C2)NC(CN)C2=CC=C(C=C2)C2=CSC(=C2)C N1-(1H-benzoimidazol-5-yl)-1-[4-(5-methylthiophen-3-yl)phenyl]ethane-1,2-diamine